[NH4+].N1=NC=NN=C1 [1,2,4,5]Tetrazine ammonium salt